hexyl isosuccinate, hydrobromide Br.C(C(C)C(=O)O)(=O)OCCCCCC